1-methyl-N-(prop-2-yl)-1,6-dihydroimidazo[4,5-d]pyrrolo[2,3-b]pyridine-8-carboxamide CN1C=NC=2C1=C1C(=NC2)NC=C1C(=O)NC(C)C